1-(tert-butyl) 2-methyl (2S,3S,4S)-3-allyl-4-(((chloromethyl)sulfonyl)oxy)-3-(3-chloropropyl)pyrrolidine-1,2-dicarboxylate C(C=C)[C@]1([C@H](N(C[C@H]1OS(=O)(=O)CCl)C(=O)OC(C)(C)C)C(=O)OC)CCCCl